bis(3-aminopropyl)-1,3-diaminopropane NCCCC(CN)(CN)CCCN